6-(2-fluoro-4-methoxyphenyl)-7-((1-methyl-1H-pyrazol-3-yl)methoxy)quinazolin-4(3H)-one FC1=C(C=CC(=C1)OC)C=1C=C2C(NC=NC2=CC1OCC1=NN(C=C1)C)=O